methyl oxacyclopent-2-ylmethacrylate O1C(CCC1)C=C(C(=O)OC)C